C(C1=CC=CC=C1)(=O)[C@H]1[C@@H](C12C(C1=CC=CC=C1C2=O)=O)C2=CC=C(C=C2)C (2S,3R)-2-benzoyl-3-(p-tolyl)spiro[cyclopropane-1,2'-indene]-1',3'-dione